3-methoxy-2-methyl-5-((trimethylsilyl)ethynyl)pyridine COC=1C(=NC=C(C1)C#C[Si](C)(C)C)C